C1(CC1)C=1C=C(C=C2C=NC(=NC12)N1CCOCC1)C=C 4-(8-Cyclopropyl-6-vinyl-quinazolin-2-yl)morpholine